3-[7-chloro-1-methyl-6-[methyl-[(3R,4R)-3-methyl-4-piperidyl]amino]indazol-3-yl]piperidine-2,6-dione hydrochloride Cl.ClC=1C(=CC=C2C(=NN(C12)C)C1C(NC(CC1)=O)=O)N([C@H]1[C@@H](CNCC1)C)C